2,3-dibutylhydroquinone C(CCC)C1=C(O)C=CC(=C1CCCC)O